COC=1C=CC=2N(N1)C(=C(N2)C2=CC=CC=C2)C(=O)N[C@@H]2C(NC1=C(C(=N2)C2=CC=CC=C2)C=CC=C1)=O 6-Methoxy-N-[(3S)-2-oxo-5-phenyl-1,3-dihydro-1,4-benzodiazepin-3-yl]-2-phenylimidazo[1,2-b]pyridazine-3-carboxamide